4-(4-Chloro-6-(ethyl-(isopropyl)amino)pyridinylamino)-2-fluoro-6-methylbenzoic acid ClC1=CC(=NC(=C1)N(C(C)C)CC)NC1=CC(=C(C(=O)O)C(=C1)C)F